tert-butyl (R,E)-(6-(4-chloropyridin-2-yl)hex-5-en-2-yl)carbamate ClC1=CC(=NC=C1)/C=C/CC[C@@H](C)NC(OC(C)(C)C)=O